C1(CC1)C=1NC(=NN1)C1CC2(CN(C2)C=O)C1 [6-(5-cyclopropyl-4H-1,2,4-triazol-3-yl)-2-azaspiro[3.3]heptan-2-yl]methanone